ClC1=C(C=CC2=C1C(=N[C@H](C=1N2N=C(N1)C1CC1)C)C1=C(C=CC=C1F)F)Cl (4S)-7,8-dichloro-2-cyclopropyl-6-(2,6-difluorophenyl)-4-methyl-4H-[1,2,4]triazolo[1,5-a][1,4]benzodiazepine